2,3,4,5-tetrahydrobenzoxazole O1CNC2=C1C=CCC2